C(#N)C1=C(OC=2C=C3C(N(C=NC3=CC2)[C@H]2COC3(C2)CCN(CC3)C(=O)OC(C)(C)C)=O)C(=CC=C1NS(=O)(=O)N1CCCCC1)F tert-butyl (3R)-3-[6-[2-cyano-6-fluoro-3-(1-piperidylsulfonylamino)phenoxy]-4-oxo-quinazolin-3-yl]-1-oxa-8-azaspiro[4.5]decane-8-carboxylate